O1CCC(=CC1)C=1C=C2C(=C(C(N(C2=CC1)C)=O)C#N)N1CCC(CC1)C1=CC=C(C=C1)OC 6-(3,6-Dihydro-2H-pyran-4-yl)-4-[4-(4-methoxyphenyl)piperidin-1-yl]-1-methyl-2-oxo-1,2-dihydroquinoline-3-carbonitrile